methyl 3-(4-(dibenzo[b,d]thiophen-4-yl) thiophen-2-yl)-3-oxopropanoate C1=CC=C(C=2SC3=C(C21)C=CC=C3)C=3C=C(SC3)C(CC(=O)OC)=O